N,N-bis-(2-hydroxyethyl)-N',N'-dimethyl-urea OCCN(C(=O)N(C)C)CCO